C(#N)C1=C2C=C(C=NC2=CC=C1C1=C(C=NN1C)C1=CC=C2C(NN=C(C2=C1)CNC(OC(C)(C)C)=O)=O)C tert-butyl N-[[7-[5-(5-cyano-3-methyl-6-quinolyl)-1-methyl-pyrazol-4-yl]-4-oxo-3H-phthalazin-1-yl]methyl]carbamate